4-(7-chloro-5-((4-cyclopentyl-3-(trifluoromethyl)benzyl)oxy)-1H-indol-1-yl)butyric acid ClC=1C=C(C=C2C=CN(C12)CCCC(=O)O)OCC1=CC(=C(C=C1)C1CCCC1)C(F)(F)F